ClC=1C=C2C(=C3C1NC(NC31CCCCC1)=O)OC(=N2)CN2CC(CC2)N(C)C 5-chloro-2-{[3-(dimethylamino)pyrrolidin-1-yl]methyl}-7,8-dihydro-6H-spiro[[1,3]oxazolo[5,4-f]quinazoline-9,1'-cyclohexane]-7-one